BrC1=C(C=CC=C1)OC1=CC=C(C=C1)[N+](=O)[O-] 1-bromo-2-(4-nitrophenoxy)benzene